3-(4-((oxetan-3-yloxy)methyl)-1H-1,2,3-triazol-1-yl)propan-1-amine O1CC(C1)OCC=1N=NN(C1)CCCN